N-(1-(4-(aminomethyl)phenyl)ethyl)-butane-2-amine NCC1=CC=C(C=C1)C(C)NC(C)CC